ClC=1C=CC(=NC1)[C@@]1(OC2=C(O1)C=CC=C2C2CCN(CC2)CC2=NC1=C(N2C)C=C(C=C1C(C)(F)F)C(=O)OC)C methyl (S)-2-((4-(2-(5-chloropyridin-2-yl)-2-methylbenzo[d][1,3]dioxol-4-yl)piperidin-1-yl)methyl)-4-(1,1-difluoroethyl)-1-methyl-1H-benzo[d]imidazole-6-carboxylate